(2-((2-((4-(7-amino-2-azaspiro[3.5]nonan-2-yl)-3-methylphenyl)amino)-5-chloropyrimidin-4-yl)amino)phenyl)dimethylphosphine oxide NC1CCC2(CN(C2)C2=C(C=C(C=C2)NC2=NC=C(C(=N2)NC2=C(C=CC=C2)P(C)(C)=O)Cl)C)CC1